FC1(CCOCC1)CN1N=CC(=C1)O 1-((4-fluoro-tetrahydro-2H-pyran-4-yl)methyl)-1H-pyrazol-4-ol